(S)-5-(2-fluorophenyl)-4-(2-methylpiperazin-1-yl)-7H-pyrrolo[2,3-d]pyrimidine FC1=C(C=CC=C1)C1=CNC=2N=CN=C(C21)N2[C@H](CNCC2)C